C(C1=CC=CC=C1)N1CCC(CC1)CCC(=O)C1=CC=C(C=C1)Br 3-(1-benzylpiperidin-4-yl)-1-(4-bromophenyl)propan-1-one